FC=1C=C(C=CC1)C1N(CCC(C1)C(=O)N(CC)CC)C(C1=CC(=C(C=C1)NC(=O)NC12C[C@]3(C[C@](CC(C1)C3)(C2)C)C)F)=O 3-fluorophenyl-1-(4-(3-((1r,3R,5S,7r)-3,5-dimethyladamantan-1-yl)ureido)-3-fluorobenzoyl)-N,N-diethylpiperidine-4-carboxamide